C(C1=CC=CC=C1)OC(=O)N1CCC2=C(C=CC=C12)C1=CC=C(C=N1)[C@H](C)N1CC2(C1)C(CN(CC2)C(=O)OC(C)(C)C)(F)F tert-butyl (S)-2-(1-(6-(1-((benzyloxy)carbonyl)indolin-4-yl)pyridin-3-yl)ethyl)-5,5-difluoro-2,7-diazaspiro[3.5]nonane-7-carboxylate